6-[7-amino-2-(2-cyano-2-methylideneethyl)-1-oxo-2,3-dihydro-1H-isoindol-4-yl]-1-methyl-N-phenyl-1H-indazole-4-carboxamide NC=1C=CC(=C2CN(C(C12)=O)CC(=C)C#N)C=1C=C(C=2C=NN(C2C1)C)C(=O)NC1=CC=CC=C1